4-((2,2-difluorocyclopropyl)methyl)-2-fluoro-6-((3S)-3-methyl-4-((6-methyl-1,2-diazine-3-yl)methyl)piperazine-1-yl)benzonitrile FC1(C(C1)CC1=CC(=C(C#N)C(=C1)N1C[C@@H](N(CC1)CC=1N=NC(=CC1)C)C)F)F